CC1=C(C=2N(C=C1)C=CN2)C2=C(C=CC=C2O)O 2-(7-Methylimidazo[1,2-a]pyridin-8-yl)benzene-1,3-diol